COC(=O)C1N(CCN(C1)CC)C.CN1N=CC(=C1)C=1C=CC(=NC1)COC=1C=C2C(=NC1)OC(=N2)C=2C=NC=CC2 5-(1-Methyl-1H-pyrazol-4-yl)-2-({[2-(pyridin-3-yl)-[1,3]oxazolo[5,4-b]pyridin-6-yl]oxy}methyl)pyridine methyl-4-ethyl-1-methylpiperazine-2-carboxylate